3-(1-hydroxycyclohexanoyl)-9-butylcarbazole OC1(CCCCC1)C(=O)C=1C=CC=2N(C3=CC=CC=C3C2C1)CCCC